(R)-N-(4-(4-fluoro-3-methyl-2-oxo-2,3-dihydrobenzo[d]oxazol-5-yl)-5,6,7,8-tetrahydroisoquinolin-8-yl)propanamide FC1=C(C=CC2=C1N(C(O2)=O)C)C2=CN=CC=1[C@@H](CCCC21)NC(CC)=O